[Si](C)(C)(C(C)(C)C)O[C@@H]1C[C@H](N(C1)C(C(C(C)C)C1=CC(=NO1)C)=O)C(=O)N[C@@H](C)C1=CC=C(C=C1)C1=C(N=CS1)Cl (2S,4R)-4-((tert-butyldimethylsilyl)oxy)-N-((S)-1-(4-(4-chlorothiazol-5-yl)phenyl)ethyl)-1-(3-methyl-2-(3-methylisoxazol-5-yl)butanoyl)pyrrolidine-2-carboxamide